N=1C=C(N2C1C=CC=C2)C=2C(NC(C2C2=CN1C3=C(C=C(C=C23)C(F)(F)F)CN(CC1)C(=O)N1CC(OC(C1)(F)F)(F)F)=O)=O 3-(imidazo[1,2-a]pyridin-3-yl)-4-(2-(2,2,6,6-tetrafluoromorpholine-4-carbonyl)-9-(trifluoromethyl)-1,2,3,4-tetrahydro-[1,4]diazepino[6,7,1-hi]indol-7-yl)-1H-pyrrole-2,5-dione